(E)-2-(5-bromo-1H-indol-3-yl)-N'-(quinolin-4-ylmethylene)thiazole-4-carbohydrazide BrC=1C=C2C(=CNC2=CC1)C=1SC=C(N1)C(=O)N/N=C/C1=CC=NC2=CC=CC=C12